O1C(=CC=C1)CC=1OC(=CC1)C 2-(2-furanylmethyl)-5-methyl-furan